C(C)(C)(C)OC(=O)N1C(C(C1)C)S(=O)(=O)C1=CC=C(C=C1)Br (4-bromophenyl)sulfonyl-3-methyl-azetidine-1-carboxylic acid tert-butyl ester